CC=1N=C(C2=C(N1)OC=C2C(=O)NCCC2=C(C=CC=C2)C)NC2(CC2)C methyl-4-[(1-methylcyclopropyl)amino]-N-[2-(2-methylphenyl)ethyl]furo[2,3-d]pyrimidine-5-carboxamide